Methyl 4-(cyclohexyloxy)-1-{6-[2-(methoxymethoxy)phenyl]pyridazin-4-yl}piperidine-4-carboxylate C1(CCCCC1)OC1(CCN(CC1)C1=CN=NC(=C1)C1=C(C=CC=C1)OCOC)C(=O)OC